(4-(4-(2-(4,4-difluoropiperidin-1-yl)pyrimidin-4-yl)-1H-1,2,3-triazol-1-yl)-3-(6-azaspiro[2.5]oct-6-yl)phenyl)-2-fluoroethane-1-sulfonamide FC1(CCN(CC1)C1=NC=CC(=N1)C=1N=NN(C1)C1=C(C=C(C=C1)C(CF)S(=O)(=O)N)N1CCC2(CC2)CC1)F